COC(=O)[C@@H]1OC(O[C@H]1C1=C(C=CC=C1)I)C1=CC=CC=C1 (4R,5S)-methyl-5-(2-iodophenyl)-2-phenyl-1,3-dioxolane-4-carboxylate